(2R,3R)-1-benzhydryl-3-(oxetan-3-yl)aziridine-2-carboxylic acid C(C1=CC=CC=C1)(C1=CC=CC=C1)N1[C@H]([C@H]1C1COC1)C(=O)O